N-[7-benzyloxy-5-fluoro-6-(1,1,4-trioxo-1,2,5-thiadiazolidin-2-yl)-2-naphthyl]-2-[1-[1-(2,6-dibenzyloxy-3-pyridyl)-3-methyl-2-oxo-benzimidazol-5-yl]-4-piperidyl]-2-methyl-propanamide C(C1=CC=CC=C1)OC1=C(C(=C2C=CC(=CC2=C1)NC(C(C)(C)C1CCN(CC1)C1=CC2=C(N(C(N2C)=O)C=2C(=NC(=CC2)OCC2=CC=CC=C2)OCC2=CC=CC=C2)C=C1)=O)F)N1S(NC(C1)=O)(=O)=O